5-chloro-2-(5-methyl-1H-pyrazol-3-yl)-1,8-naphthyridine ClC1=C2C=CC(=NC2=NC=C1)C1=NNC(=C1)C